COC(=O)N[C@@H](C(C)C)C(=O)N1CC=CC(=C1)C (2S,5S)-1-((methoxycarbonyl)-L-valyl)-5-methylpyridine